C(CCCCCCCCCCCCCCCCCCCCC)(=O)N.C(CCCCCCCCCCCCCCCCCCCCC)(=O)N Dibehenic acid amide